C(C)(C)(C)OC(=O)N1CC2(C1)[C@H]([C@H](C2)[C@@H]2N1C(C3=CC=CC=C23)=CN=C1)O tert-Butyl-(5S,6R)-5-hydroxy-6-((S)-5H-imidazo[5,1-a]isoindol-5-yl)-2-azaspiro[3.3]heptan-2-carboxylat